N-(5-(4,4-difluoropiperidin-1-yl)-[1,2,4]triazolo[1,5-c]pyrimidin-7-yl)-4-(methylsulfonyl)-2-(6-azaspiro[2.5]octan-6-yl)benzamide FC1(CCN(CC1)C1=NC(=CC=2N1N=CN2)NC(C2=C(C=C(C=C2)S(=O)(=O)C)N2CCC1(CC1)CC2)=O)F